C(C)(=O)ON=C(C(=O)C1=CC=C(C=C1)SC1=CC=C(C=C1)OCCO)C N-acetoxy-1-(4-(4-(2-hydroxyethoxy)phenylthio)phenyl)propan-1-one-2-imine